4-((1s,4s)-4-(4-aminophenoxy)cyclohexyl)piperazin-2-one NC1=CC=C(OC2CCC(CC2)N2CC(NCC2)=O)C=C1